NC1=NC=C(C(=O)NCC2=C(C=C(C=C2)Cl)Cl)C=C1 6-amino-N-(2,4-dichlorobenzyl)nicotinamide